CC1(OCC=2C=CC=C(C2C1)O)C 3,3-dimethylisochroman-5-ol